2-methyl-2,3-dihydronaphtho[1,2-b]furan-4,5-dione CC1CC2=C(O1)C1=CC=CC=C1C(C2=O)=O